2-(2-hydroxyphenyl)-4H-3,1-benzoxazin-4-one OC1=C(C=CC=C1)C1=NC2=C(C(O1)=O)C=CC=C2